[Na+].C(#N)CSCC(=O)N[C@]1([C@H]2SCC(=C(N2C1=O)C(=O)[O-])CSC1=NN=NN1C)OC (6R,7S)-7-[2-[(cyanomethyl)thio]acetamido]-7-methoxy-3-[[(1-methyl-1H-tetrazol-5-yl)thio]methyl]-8-oxo-5-thia-1-azabicyclo[4.2.0]oct-2-ene-2-carboxylic acid sodium salt